CC1=NN=CN1C 3,4-dimethyl-1,2,4-triazole